CN(CCOC1=CC=C(C(=O)NCC2COC3=C(O2)C(=CC=C3)C3=NC=CC=C3)C=C1)C 4-(2-Dimethylamino-ethoxy)-N-(8-pyridin-2-yl-2,3-dihydro-benzo[1,4]dioxin-2-ylmethyl)-benzamide